N1=CNC=2CN[C@@H](CC21)C(=O)OC methyl (6S)-4,5,6,7-tetrahydro-3H-imidazo[4,5-c]pyridine-6-carboxylate